methyl (E)-4-(2,7-diazaspiro[3.5]nonan-7-yl)but-2-enoate C1NCC12CCN(CC2)C/C=C/C(=O)OC